di(2-chloroethyl) ether ClCCOCCCl